Cl.FC1(CNCCC1N1CCC(CC1)C1CCN(CC1)C1=CC2=C(N(C(N2C)=O)C2C(NC(CC2)=O)=O)C=C1)F 3-(5-(3,3-difluoro-[4,1':4',4''-terpiperidin]-1''-yl)-3-methyl-2-oxo-2,3-dihydro-1H-benzo[d]imidazol-1-yl)piperidine-2,6-dione hydrochloride